2-(1H-indol-3-yl)-1H-indole-3-carboxylic acid N1C=C(C2=CC=CC=C12)C=1NC2=CC=CC=C2C1C(=O)O